2-(9-(pyridin-2-yl)-6-oxaspiro[4.5]decan-9-yl)-5,6-dihydro-4H-cyclopenta[b]thiophen-6-ethylamine N1=C(C=CC=C1)C1(CCOC2(CCCC2)C1)C1=CC2=C(S1)C(CC2)CCN